5-(3-hydroxyphenyl)-5,8,8-trimethyl-3-(trifluoromethyl)-9,10-dihydro-7H-benzo[b][1,8]naphthyridin-6-one OC=1C=C(C=CC1)C1(C2=C(NC=3N=CC(=CC13)C(F)(F)F)CC(CC2=O)(C)C)C